C1NCC2C1CCC2 octa-hydrocyclopenta[c]pyrrole